4-(3-(4-(cyclopropylcarbamoyl)-3-(difluoromethoxy)-5-methoxyphenyl)imidazo[1,2-a]pyridin-7-yl)piperazine-1-carboxylic acid tert-butyl ester C(C)(C)(C)OC(=O)N1CCN(CC1)C1=CC=2N(C=C1)C(=CN2)C2=CC(=C(C(=C2)OC)C(NC2CC2)=O)OC(F)F